5-chloro-2-[(7S)-7-(difluoromethyl)-1,4-oxazepan-4-yl]-6-methyl-N-(2-sulfamoylpyridin-4-yl)pyridine-3-carboxamide ClC=1C=C(C(=NC1C)N1CCO[C@@H](CC1)C(F)F)C(=O)NC1=CC(=NC=C1)S(N)(=O)=O